2-(2-bromo-4-chlorophenoxy)-N-propan-2-ylacetamide BrC1=C(OCC(=O)NC(C)C)C=CC(=C1)Cl